ClC=1C=CC(=C(C1)C1=CC(=C(N=N1)N1C(CC1)C(=O)[O-])NC1=CC(=NC=C1)NC(CCN1CCN(CC1)C)=O)F.[NH4+] ammonium 1-[6-(5-chloro-2-fluorophenyl)-4-({2-[3-(4-methylpiperazin-1-yl)propanamido]pyridin-4-yl}amino)pyridazin-3-yl]azetidine-2-carboxylate